(4S,5R)-5-[(3,3-difluoropyrrolidin-1-yl)methyl]-1-(7,8-dihydrofuro[3,2-e][1,3]benzothiazol-2-yl)-4-methylimidazolidin-2-one FC1(CN(CC1)C[C@@H]1[C@@H](NC(N1C=1SC2=C(N1)C1=C(C=C2)OCC1)=O)C)F